C1(=CC=CC=C1)CC#N phenyl-acetonitrile